C(C)(C)(C)OC(=O)N1CCC(=CC1)Br tert-butyl-4-bromo-3,6-dihydro-2H-pyridine-1-carboxylate